tert-butyl 9-((methylsulfonyl)oxy)-3-azaspiro[5.5]undecane-3-carboxylate CS(=O)(=O)OC1CCC2(CCN(CC2)C(=O)OC(C)(C)C)CC1